4-(anthracen-9-yl)pyridine C1=CC=CC2=CC3=CC=CC=C3C(=C12)C1=CC=NC=C1